{[(E)-3-[2-(1-Azetidinyl)ethylidene]-5-indanyl]methoxy}-tert-butylbis(methyl)silane N1(CCC1)C\C=C\1/CCC2=CC=C(C=C12)CO[Si](C)(C)C(C)(C)C